[Pb].F[C] fluorocarbon lead